C(C)N1C(=CC2=CC(=CC=C12)C#N)C=1C(=NC=CC1)[C@H](C)OC 1-ethyl-2-[2-[(1S)-1-methoxyethyl]pyridin-3-yl]indole-5-carbonitrile